[Br-].[NH+]1=CC=CC=C1 Pyridinium bromide